ClC=1C=C(C=2N(C(C(=C(N2)N2CCC(CC2)(F)F)C#N)=O)C1)[C@@H](C)NC1=C(C(=O)O)C=CC=C1 (R)-2-((1-(7-chloro-3-cyano-2-(4,4-difluoropiperidin-1-yl)-4-oxo-4H-pyrido[1,2-a]pyrimidin-9-yl)ethyl)amino)benzoic acid